oxylpyrimidine OC1=NC=CC=N1